CC1=NC(=CC=C1C1=NN2C(O[C@@H](CC2)C)=C1C(=O)N[C@@H]1C(NC2=C(C(=N1)C1=CC=CC=C1)C=CC=C2F)=O)C (5R)-2-(2,6-dimethyl-3-pyridinyl)-N-[(3S)-9-fluoro-2-oxo-5-phenyl-1,3-dihydro-1,4-benzodiazepine-3-yl]-5-methyl-6,7-dihydro-5H-pyrazolo[5,1-b][1,3]Oxazine-3-carboxamide